N(N)C1=NC(=C2N=C(N(C2=N1)C)C1=CC=NC=C1)N1CCOCC1 4-(2-hydrazino-9-methyl-8-(pyridin-4-yl)-9H-purin-6-yl)morpholine